5-Bromo-N2-(1H-indol-5-yl)-N4-(6-methoxypyridin-3-yl)pyrimidine-2,4-diamine BrC=1C(=NC(=NC1)NC=1C=C2C=CNC2=CC1)NC=1C=NC(=CC1)OC